C(C1=CC=CC=C1)NC=1C=2N(N=C(C1)Cl)C(=CN2)C(C)C 8-N-benzyl-6-chloro-3-isopropylimidazo[1,2-b]pyridazin-8-amine